(phenyl-d5)amine C1(=C(C(=C(C(=C1[2H])[2H])[2H])[2H])[2H])N